1-(4-Fluoro-2-methylphenyl)-3-(4-hydroxy-2-methylphenyl)-6-(trifluoromethyl)-2,3-dihydroquinazolin-4(1H)-one FC1=CC(=C(C=C1)N1CN(C(C2=CC(=CC=C12)C(F)(F)F)=O)C1=C(C=C(C=C1)O)C)C